(E)-1-(2,6,6-TRIMETHYL-1-CYCLOHEXEN-1-YL)-1-PENTEN-3-ONE CC1=C(C(CCC1)(C)C)\C=C\C(CC)=O